C1(CC1)NC1=C2C(=NC(=C1)NC1=CC=C(C3=C1OCCO3)C(=O)N3CCOCC3)NC=C2 (8-((4-(cyclopropylamino)-1H-pyrrolo[2,3-b]pyridin-6-yl)amino)-2,3-dihydrobenzo[b][1,4]dioxin-5-yl)(morpholino)methanone